CC1(OCC(O1)COCC(COCC1OC(OC1)(C)C)N)C 1,3-bis((2,2-dimethyl-1,3-dioxolan-4-yl)methoxy)propan-2-amine